NC=1C=C(C=C(C1)C(F)(F)F)[C@@H](C)NC=1C2=C(N=C(N1)Cl)C=NC(=C2)C2CCOCC2 (R)-N-(1-(3-amino-5-(trifluoromethyl)phenyl)ethyl)-2-chloro-6-(tetrahydro-2H-pyran-4-yl)pyrido[3,4-d]pyrimidin-4-amine